O=C1NC=C(C2=CC=C(C=C12)OC(C(=O)N)C)C1=C(C=CC=C1)C 2-((1-oxo-4-(o-tolyl)-1,2-dihydroisoquinolin-7-yl)oxy)propanamide